2-[(2R)-3-(3,4-Dihydro-1H-isochinolin-2-yl)-2-hydroxy-propyl]-6-(4-tetrahydrofuran-3-ylpiperazin-1-yl)-3,4-dihydroisochinolin-1-on C1N(CCC2=CC=CC=C12)C[C@H](CN1C(C2=CC=C(C=C2CC1)N1CCN(CC1)C1COCC1)=O)O